FC=1C=CC(=C(C(=O)N(C(C)C)C(C)C)C1)N1C=C(C=2C1=CN=CC2)C2CN(C2)CCC2CCC(CC2)NS(=O)(=O)C 5-fluoro-N,N-diisopropyl-2-(3-(1-(2-((1r,4r)-4-(methylsulfonamido)cyclohexyl)ethyl)azetidin-3-yl)-1H-pyrrolo[2,3-c]pyridin-1-yl)benzamide